methyl 4-(5-chloro-4-(ethylsulfinyl)-2-methoxyphenyl)-6-methylnicotinate ClC=1C(=CC(=C(C1)C1=CC(=NC=C1C(=O)OC)C)OC)S(=O)CC